5-isopropyl-pyrimidine-2,4(1H,3H)-dione C(C)(C)C=1C(NC(NC1)=O)=O